C(=O)(O)COC1=CC=C2C(=CC(OC2=C1)=O)C 7-Carboxymethoxy-4-methylcoumarin